cis-3-methyl-2-(1H-pyrazol-4-yl)-4-(2-(6-(trifluoromethyl)imidazo[1,2-a]pyrazin-3-yl)pyrimidin-4-yl)morpholine C[C@@H]1N(CCO[C@@H]1C=1C=NNC1)C1=NC(=NC=C1)C1=CN=C2N1C=C(N=C2)C(F)(F)F